(R)-2-amino-3-(7-(fluoromethyl)thieno[3,2-b]pyridine-2-carboxamido)propionic acid methyl ester COC([C@@H](CNC(=O)C1=CC2=NC=CC(=C2S1)CF)N)=O